(tert-butyl 1-(((2r,3s)-3-hydroxy-4-oxo-1-phenyl-4-((pyridin-2-ylmethyl) amino) butan-2-yl) carbamoyl) cyclobutyl) carbamate C(N)(OC1(C(CC1)C(C)(C)C)C(N[C@H](CC1=CC=CC=C1)[C@@H](C(NCC1=NC=CC=C1)=O)O)=O)=O